2-chloro-N-[3-cyano-1-(2-phenoxyethyl)-1H-pyrrolo[2,3-b]quinoxalin-2-yl]benzamide ClC1=C(C(=O)NC2=C(C=3C(=NC4=CC=CC=C4N3)N2CCOC2=CC=CC=C2)C#N)C=CC=C1